8-Oxa-2-aza-spiro[4.5]decane-2-carboxylic acid (4-methoxy-7-piperidin-3-yl-thiazolo[4,5-c]pyridin-2-yl)-amide COC1=NC=C(C2=C1N=C(S2)NC(=O)N2CC1(CC2)CCOCC1)C1CNCCC1